The molecule is an indole alkaloid with a tetracyclic skeleton that is isolated from Penicillium chrysogenum. It has a role as a mycotoxin and an antibacterial agent. It is an enol, an indole alkaloid, a member of imidazoles, a lactam, an organic heterotetracyclic compound and an olefinic compound. CC(C)(C=C)[C@]12C=C(C(=O)N\\3[C@@]1(NC(=O)/C3=C\\C4=CN=CN4)N(C5=CC=CC=C25)O)O